FC=1C=C(CN2C=NC(=C2)C(=O)O)C=CC1F 1-(3,4-difluorobenzyl)-1H-imidazole-4-carboxylic acid